NC=1C=2N(C3=C(N1)C=NC(=C3)C(=O)N3[C@@H]1[C@H](O[C@@H](C3)C)CC=3C=C(C=CC31)C(F)(F)F)C=NC2 (4-aminoimidazo[1,5-a]pyrido[3,4-e]pyrazin-8-yl)((2R,4aS,9aR)-2-methyl-7-(trifluoromethyl)-2,3,9,9a-tetrahydroindeno[2,1-b][1,4]oxazin-4(4aH)-yl)methanone